FC=1C=C(C=CC1N1C(CCC1)=O)C=1C=CC(=NC1)NC1=CC2=C(OC[C@H]3N2C(C(C3)O)=O)N=C1 (6aS)-2-((5-(3-fluoro-4-(2-oxopyrrolidin-1-yl)phenyl)pyridin-2-yl)amino)-8-hydroxy-6,6a,7,8-tetrahydro-9H-pyrido[2,3-b]-pyrrolo[1,2-d][1,4]-oxazin-9-one